diphenylcyclododecan-9-en C1(=CC=CC=C1)C1=C(CCCCCCCCCC1)C1=CC=CC=C1